N1,N4-dimethyl-N1-(piperidin-3-yl)-N4-(1H-pyrazol-4-yl)terephthalamide CN(C(C1=CC=C(C(=O)N(C=2C=NNC2)C)C=C1)=O)C1CNCCC1